FC1CC(CNC1)(C)C cis-5-fluoro-3,3-dimethylpiperidine